4-Ethylmorpholin C(C)N1CCOCC1